3-(pentyloxy)propan-2-amine C(CCCC)OCC(C)N